4-(((3S,4R)-1-((2-cyano-4-methoxyphenyl)sulfonyl)-4-hydroxy-4-((S)-1-hydroxyethyl)Pyrrolidin-3-yl)oxy)-2-fluorobenzonitrile C(#N)C1=C(C=CC(=C1)OC)S(=O)(=O)N1C[C@@H]([C@@](C1)([C@H](C)O)O)OC1=CC(=C(C#N)C=C1)F